hexamethylene [2-(cyanoethyl) malonate] C(#N)CCC1C(=O)OCCCCCCOC1=O